C(#N)C1(CCC2(OCCO2)CC1)C[C@H](C)NC(OC(C)(C)C)=O.COC(C=C)(OC)OC trimethoxy propylene tert-Butyl (S)-(1-(8-cyano-1,4-dioxaspiro[4.5]decane-8-yl)propan-2-yl)carbamate